2-methyl-3-ethoxypyridine CC1=NC=CC=C1OCC